C(C1=CC=CC=C1)OC=1C=C2C(=C(NC2=CC1)C1=CC=C(C=C1)OCC1=CC=CC=C1)C 5-(benzyloxy)-2-(4-(benzyloxy)phenyl)-3-methyl-1H-indole